FC1=C(C=CC=C1)C1=CC=C(C=C1)CCCC(=O)NC1=NC=CC=C1 4-(2'-fluoro-[1,1'-biphenyl]-4-yl)-N-(pyridin-2-yl)butanamide